(2S)-2-[(tert-butoxycarbonyl)amino]-3-[5-chloro-2-(dimethylamino)phenyl]propanoic acid C(C)(C)(C)OC(=O)N[C@H](C(=O)O)CC1=C(C=CC(=C1)Cl)N(C)C